FC=1C(=NC=C(C1)C(F)(F)F)N1[C@H](CN(CC1)C(=O)OC(C)(C)C)CO t-butyl (3R)-4-[3-fluoro-5-(trifluoromethyl)pyridin-2-yl]-3-(hydroxymethyl)piperazin-1-carboxylate